FC1=C(C(=CC=C1)C)C1=CC(CC1)CC(=O)OCC ethyl 2-[3-(2-fluoro-6-methylphenyl)cyclopent-2-en-1-yl]acetate